Tert-butyl (S)-2-(4-(m-tolylcarbamoyl)piperazin-1-carbonyl)pyrrolidin-1-carboxylate Tert-butyl-(S)-2-(piperazin-1-carbonyl)pyrrolidin-1-carboxylate C(C)(C)(C)OC(=O)N1[C@@H](CCC1)C(=O)N1CCNCC1.C1(=CC(=CC=C1)NC(=O)N1CCN(CC1)C(=O)[C@H]1N(CCC1)C(=O)OC(C)(C)C)C